2,5-dichloro-trifluoro-toluene ClC1=C(C(F)(F)F)C=C(C=C1)Cl